N[C@@H]1CN(CCC1)C(=O)OCCCC butyl (S)-3-aminopiperidine-1-carboxylate